ClC1=C(C=CC=C1)C=1N=C(SC1)NC(=O)C1CC(C1)C(=O)OC methyl (1r,3r)-3-((4-(2-chlorophenyl)thiazol-2-yl)carbamoyl)cyclobutane-1-carboxylate